(R)-4-(4-fluorophenyl)-oxazolidin-2-one FC1=CC=C(C=C1)[C@H]1NC(OC1)=O